[2,3-difluoro-4-[5-(4-methoxyphenyl)-1-(2-trimethylsilylethoxymethyl) pyrazol-4-yl] phenyl] triflate O(S(=O)(=O)C(F)(F)F)C1=C(C(=C(C=C1)C=1C=NN(C1C1=CC=C(C=C1)OC)COCC[Si](C)(C)C)F)F